N1C=CC2=CC=C(C=C12)O 1H-indol-6-ol